FC(OC1=CC=C(C=C1)N1C(C(=CC2=C1N=C(N=C2)OCC)C=2C=CC1=C(N(C(=N1)CCN1CC(CC1)O)C)C2)=O)F 8-(4-(difluoromethoxy)phenyl)-2-ethoxy-6-(2-(2-(3-hydroxypyrrolidin-1-yl)ethyl)-1-methyl-1H-benzo[d]imidazol-6-yl)pyrido[2,3-d]pyrimidin-7(8H)-one